tert-butyl 4-(4-((6-(trifluoromethyl)pyridin-3-yl)oxy)pyrimidin-5-yl)piperidine-1-carboxylate FC(C1=CC=C(C=N1)OC1=NC=NC=C1C1CCN(CC1)C(=O)OC(C)(C)C)(F)F